((6-(piperidin-4-yl)pyridin-3-yl)amino)piperidine-2,6-dione hydrochloride Cl.N1CCC(CC1)C1=CC=C(C=N1)NN1C(CCCC1=O)=O